C(C)OC(C(C(Br)C1=CC=C(C=C1)Br)Br)=O 3-(4-Bromophenyl)-2,3-dibromopropionic acid ethyl ester